2-[4-([1,2,4]Triazolo[1,5-a]pyridin-7-yl)phenyl]-N-[2-(trifluoromethyl)phenyl]acetamide N=1C=NN2C1C=C(C=C2)C2=CC=C(C=C2)CC(=O)NC2=C(C=CC=C2)C(F)(F)F